OC1C(CNCC1)CNS(=O)(=O)C N-((4-Hydroxypiperidin-3-yl)methyl)methanesulfonamide